C(C)(C)(C)OC(=O)N(C1=NC=CC(=C1)C=1OC=C(N1)C(=O)NC=1C(=NN(C1)C1=CC=C(C(=O)O)C=C1)C(N)=O)CC1CC1 4-[4-[[2-[2-[Tert-butoxycarbonyl(cyclopropylmethyl)amino]-4-pyridyl]oxazole-4-carbonyl]amino]-3-carbamoyl-pyrazol-1-yl]benzoic acid